Methyl 1'-((3,5-dichloropyridin-2-yl)methyl)-2-oxospiro[indoline-3,4'-piperidine]-5-carboxylate ClC=1C(=NC=C(C1)Cl)CN1CCC2(CC1)C(NC1=CC=C(C=C12)C(=O)OC)=O